4-(1-chloropropyl)-1-(2-fluorophenyl)-1H-pyrazole ClC(CC)C=1C=NN(C1)C1=C(C=CC=C1)F